5-(2-((1R,3r,5S)-3-((5-cyclopropyl-3-(2,6-dichlorophenyl)isoxazol-4-yl)methoxy)-8-azabicyclo[3.2.1]octan-8-yl)thiazol-4-yl)thiophene-3-carboxylic acid C1(CC1)C1=C(C(=NO1)C1=C(C=CC=C1Cl)Cl)COC1C[C@H]2CC[C@@H](C1)N2C=2SC=C(N2)C2=CC(=CS2)C(=O)O